[N+](=O)([O-])C1=C(C=C(C=C1)C1=NOC(N1)=O)N1CCCC1 3-(4-nitro-3-(pyrrolidin-1-yl)phenyl)-1,2,4-oxadiazol-5(4H)-one